CC1=C(C=C(C=C1OC)C1=CC=CC=C1)OC 4-methyl-3,5-dimethoxybiphenyl